4-(3-(6-morpholinylpyridin-2-yl)cyclobutyl)-2-cyanopyridine N1(CCOCC1)C1=CC=CC(=N1)C1CC(C1)C1=CC(=NC=C1)C#N